C(C)(C)(C)OC(=O)O[C@@H]1[C@H]([C@H](N(C1)C(=O)OC(C)(C)C)CC1=CC=C(C=C1)OC)OC(NCCN1C[C@H]([C@@H](C1)O)NC(C)=O)=O tert-butyl (2R,3S,4S)-4-[(tert-butoxycarbonyl)oxy]-3-[({2-[(3R,4R)-3-acetamido-4-hydroxypyrrolidin-1-yl]ethyl}carbamoyl)oxy]-2-[(4-methoxyphenyl) methyl]pyrrolidine-1-carboxylate